(+/-)-4-methyl-6-[2-(p-tolyl)azepan-1-yl]pyrimidin-2-amine CC1=NC(=NC(=C1)N1[C@H](CCCCC1)C1=CC=C(C=C1)C)N |r|